NC1=CC(=NC(=C1C#N)C=1SC=CN1)Br 4-amino-6-bromo-2-(thiazol-2-yl)nicotinonitrile